methyl 3-(9-((4-(aminomethyl)phenyl)carbamoyl)-4,5-dihydrobenzo[b]thieno[2,3-d]oxepin-8-yl)-6-((1-cyanocyclohexyl)carbamoyl)picolinate NCC1=CC=C(C=C1)NC(=O)C1=CC2=C(OCCC3=C2SC=C3)C=C1C=1C(=NC(=CC1)C(NC1(CCCCC1)C#N)=O)C(=O)OC